Cl.O1C(=CC=C1)CC=1N=C(C2=C(N1)NC(=C2)CCNC)N [(furan-2-yl)methyl]-6-[2-(methylamino)ethyl]-7H-pyrrolo[2,3-d]pyrimidin-4-amine hydrochloride